CN1N=CC(=C1)NC1=CC(=NC=N1)NC1=CC2=C(C(NC23CCCCC3)=O)S1 2'-((6-((1-methyl-1H-pyrazol-4-yl)amino)pyrimidin-4-yl)amino)spiro[cyclohexane-1,4'-thieno[2,3-c]pyrrol]-6'(5'H)-one